P(=O)(OC1=C(C=C(C=C1C)C)C)(OC1=C(C=C(C=C1C)C)C)[O-] bis(2,4,6-trimethylphenyl) phosphate